O1COC2=C1C=CC(=C2)C=2N=C(NC2C2=NC(=CC=C2)C)C(C)(C)C 2-(4-(benzo[d][1,3]dioxol-5-yl)-2-tert-butyl-1H-imidazol-5-yl)-6-methylpyridine